2-chloro-9,10-bis(tert-butoxycarbonyloctyloxy)anthracene ClC1=CC2=C(C3=CC=CC=C3C(=C2C=C1)OCCCCCCCCC(=O)OC(C)(C)C)OCCCCCCCCC(=O)OC(C)(C)C